(R)-4-((2-(1H-pyrazol-4-yl)ethyl)amino)-N-(1-(2-chlorophenyl)ethyl)-N,5,6-trimethylpyrimidine-2-carboxamide N1N=CC(=C1)CCNC1=NC(=NC(=C1C)C)C(=O)N(C)[C@H](C)C1=C(C=CC=C1)Cl